tert-Butyl N-[(1R,5S,8s)-3-(5-fluoro-2-methyl-pyridin-4-yl)-3-azabicyclo[3.2.1]octan-8-yl]carbamate FC=1C(=CC(=NC1)C)N1C[C@H]2CC[C@@H](C1)C2NC(OC(C)(C)C)=O